3-bromo-4-phenyl-pyridine BrC=1C=NC=CC1C1=CC=CC=C1